5-(5-(2-hydroxy-prop-2-yl)-4,5-dihydro-isoxazol-3-yl)-2-methoxybenzoic acid OC(C)(C)C1CC(=NO1)C=1C=CC(=C(C(=O)O)C1)OC